O=C1NC(CCC1C1=C(CN2CCN(CC2)C2CCN(CC2)C2=CC=C(C(=O)NC3=CC(=C(C=C3)C)NC3=NC=CC(=N3)C=3C=NC=CC3)C=C2)C=CC=C1)=O 4-(4-(4-(2-(2,6-dioxopiperidin-3-yl)benzyl)piperazin-1-yl)piperidin-1-yl)-N-(4-methyl-3-((4-(pyridin-3-yl)pyrimidin-2-yl)amino)phenyl)benzamide